2-[5-(aminomethyl)-1,3-benzoxazol-2-ylamino]-5-fluoro-1,3-benzoxazole NCC=1C=CC2=C(N=C(O2)NC=2OC3=C(N2)C=C(C=C3)F)C1